CN(CCN(C1=C(C=C(C(=C1)OC)NC1=NC=NC(=C1)N1OCCC1C1=CC(=CC=C1)C1=CN=C2N1N=CC=C2)NC(C=C)=O)C)C N-(2-((2-(dimethylamino)ethyl)(methyl)amino)-5-((6-(3-(3-(imidazo[1,2-b]pyridazin-3-yl)phenyl)isoxazolidin-2-yl)pyrimidin-4-yl)amino)-4-methoxyphenyl)acrylamide